6-((3,3'-Di-tert-butyl-2'-((5-(tert-butyl)benzo[d][1,3,2]dioxaphosphol-2-yl)oxy)-5,5'-dimethoxy-[1,1'-biphenyl]-2-yl)oxy)-6H-dibenzo[c,e][1,2]oxaphosphinin C(C)(C)(C)C=1C(=C(C=C(C1)OC)C1=C(C(=CC(=C1)OC)C(C)(C)C)OP1OC2=C(O1)C=CC(=C2)C(C)(C)C)OP2OC1=C(C3=C2C=CC=C3)C=CC=C1